COC(=O)C1(CN(C2=CC(=CC=C12)CC1=CC=C(C=C1)F)C(=O)OC(C)(C)C)C 6-(4-fluorobenzyl)-3-methylindoline-1,3-dicarboxylic acid 1-tert-butyl 3-methyl ester